CC(CCCCCCC)(NC(CCCCCCCCC)=O)C N-dimethyloctyl-decanoamide